1-[(3S,4R)-1-{[4-(aminomethyl)tetrahydro-2H-pyran-4-yl]carbonyl}-4-(4-fluorophenyl)pyrrolidin-3-yl]-3-[3,5-bis(trifluoromethyl)phenyl]-1,3-dimethylurea monohydrochloride Cl.NCC1(CCOCC1)C(=O)N1C[C@H]([C@@H](C1)C1=CC=C(C=C1)F)N(C(=O)N(C)C1=CC(=CC(=C1)C(F)(F)F)C(F)(F)F)C